2-(5-bromo-2-pyridyl)-N-hydroxy-acetamidine BrC=1C=CC(=NC1)CC(=N)NO